N-phenyl-(methylthio)formamidine C1(=CC=CC=C1)NC(=N)SC